FC=1C=C(C=C2C=CC=NC12)NN 8-fluoro-6-hydrazinylquinoline